C(C)(=O)NCC1=CC(=C(C=C1)C1=CN=C(S1)[C@@H]1CC[C@H](CC1)NC(OC(C)C)=O)S(NC(C)(C)C)(=O)=O isopropyl (trans-4-(5-(4-(acetamidomethyl)-2-(N-(tert-butyl) sulfamoyl)phenyl)thiazol-2-yl)cyclohexyl)carbamate